1,5-anhydro-2,3-dideoxy-3-[(5-{[4-(1,3-dimethyl-1H-pyrazol-4-yl)phenyl]methyl}-4-methyl-2,3-dihydro-1-benzofuran-7-carbonyl)amino]-L-threo-pentitol CN1N=C(C(=C1)C1=CC=C(C=C1)CC=1C=C(C2=C(CCO2)C1C)C(=O)N[C@H]1CCOC[C@@H]1O)C